C12CN(CC(CC1)O2)C2=NC=1N(C=C2)N=CC1C(=O)NC=1C(=NN(C1)C1CCNCC1)C(F)F 5-(8-oxa-3-azabicyclo[3.2.1]octan-3-yl)-N-(3-(difluoromethyl)-1-(piperidin-4-yl)-1H-pyrazol-4-yl)pyrazolo[1,5-a]pyrimidine-3-carboxamide